OC(CS(=O)(=O)O)C 2-hydroxypropanesulfonic acid